(2S,4R)-4-(difluoromethoxy)-1-((9-methyl-9H-fluorene-2-carbonyl)glycyl)pyrrolidine-2-carboxylic acid FC(O[C@@H]1C[C@H](N(C1)C(CNC(=O)C1=CC=2C(C3=CC=CC=C3C2C=C1)C)=O)C(=O)O)F